(1R,2S)-1-[4-[4-(dimethoxymethyl)-1-piperidyl]phenyl]-2-indan-5-yl-tetralin-6-ol COC(C1CCN(CC1)C1=CC=C(C=C1)[C@H]1[C@H](CCC2=CC(=CC=C12)O)C=1C=C2CCCC2=CC1)OC